4-(4-Acrylpiperazin-1-yl)-7-(2-amino-6-fluorophenyl)-6-chloro-1-(4,6-diisopropylpyrimidin-5-yl)-2-oxo-1,2-dihydro-1,8-naphthyridine-3-carbonitrile C(=O)(C=C)N1CCN(CC1)C1=C(C(N(C2=NC(=C(C=C12)Cl)C1=C(C=CC=C1F)N)C=1C(=NC=NC1C(C)C)C(C)C)=O)C#N